CC1=C[C@@H](OC1=O)O\C=C\1/C2C(OC1=O)C1=CC=CC=C1CC2 (±)-(E)-3-((((R)-4-methyl-5-oxo-2,5-dihydrofuran-2-yl)oxy)methylene)-3a,4,5,9b-tetrahydronaphtho[1,2-b]furan-2(3H)-one